(S)-N-((trans)-3-amino-1-methylcyclobutyl)-1-(4-fluorophenyl)-3,4-dihydroisoquinoline-2(1H)-carboxamide NC1CC(C1)(C)NC(=O)N1[C@H](C2=CC=CC=C2CC1)C1=CC=C(C=C1)F